4-[5-(2-aminoethyl)pyridin-2-yl]-3-(2-methyl-5-pyridin-2-ylpyrazol-3-yl)oxybenzonitrile NCCC=1C=CC(=NC1)C1=C(C=C(C#N)C=C1)OC=1N(N=C(C1)C1=NC=CC=C1)C